FC=1C=C2C(C(=COC2=CC1F)C=O)=O 6,7-Difluoro-3-formylchromone